4-(1-(((4-hydroxycyclohexyl)methyl)amino)ethyl)isoquinolin-1(2H)-one OC1CCC(CC1)CNC(C)C1=CNC(C2=CC=CC=C12)=O